N-[2-ethyl-4-oxo-3-[[1-[2-(2-trityltetrazol-5-yl)phenyl]-4-piperidyl]methyl]quinazolin-6-yl]thiophene-2-carboxamide C(C)C1=NC2=CC=C(C=C2C(N1CC1CCN(CC1)C1=C(C=CC=C1)C=1N=NN(N1)C(C1=CC=CC=C1)(C1=CC=CC=C1)C1=CC=CC=C1)=O)NC(=O)C=1SC=CC1